ClC1=CC(=C(C=C1)N1CCC(CC1)C#N)C(F)(F)F 1-(4-chloro-2-(trifluoromethyl)phenyl)piperidine-4-carbonitrile